C(C)(C)(C)OC(=O)N1C=C(C2=CC=CC=C12)CS(=O)CCCCCCCCCCCC 3-((dodecylsulfinyl)methyl)-1H-indole-1-carboxylic acid tert-butyl ester